CS(=O)(=O)/C=C/[C@@H](C)NC(OC(C)(C)C)=O tert-Butyl (R,E)-(4-(methylsulfonyl)but-3-en-2-yl)carbamate